OC(COC=1C=C(C=2N(C1)N=CC2C#N)C2=CN=C(S2)N2CC1N(C(C2)C1)CC=1C=NC(=CC1)OC)(C)C 6-(2-Hydroxy-2-methylpropoxy)-4-(2-(6-((6-methoxypyridin-3-yl)methyl)-3,6-diazabicyclo[3.1.1]heptan-3-yl)thiazol-5-yl)pyrazolo[1,5-a]pyridine-3-carbonitrile